C1C(C1)NC(=O)C1=NN(C(=N1)[C@H]1C(N(C=2N(CC1)N=CC2)C)=O)CC2OCCCC2 N-(6S)-2-Cyclopropyl-4-methyl-5-oxo-7,8-dihydro-6H-pyrazolo[1,5-a][1,3]diazepin-6-yl-1-(tetrahydropyran-2-ylmethyl)-1,2,4-triazol-3-carboxamid